C(C)(C)(C)OC(=O)NC(C(=O)O)CCC(=O)N1CCOCC1 2-((tert-butoxycarbonyl)amino)-5-morpholino-5-oxopentanoic acid